calcium 2,2'-bipyridine-4,4'-dicarboxylic acid N1=C(C=C(C=C1)C(=O)O)C1=NC=CC(=C1)C(=O)O.[Ca]